C(C)(C)(C)OC(=O)N1C[C@H]([C@H](CC1)CC=O)F (3S,4R)-3-fluoro-4-(2-Ketoethyl)piperidine-1-carboxylic acid tert-butyl ester